1-[2,4-bis(trifluoromethyl)phenyl]-N-[(3R)-1-methylpiperidin-3-yl]pyrrolo[1,2-d][1,2,4]triazin-4-amine FC(C1=C(C=CC(=C1)C(F)(F)F)C=1C=2N(C(=NN1)N[C@H]1CN(CCC1)C)C=CC2)(F)F